2-(4-chloro-3-fluorophenoxy)-N-(3-{2-[(4-cyanophenyl)methoxy]acetylamino}-bicyclo[1.1.1]pentan-1-yl)acetamide ClC1=C(C=C(OCC(=O)NC23CC(C2)(C3)NC(COCC3=CC=C(C=C3)C#N)=O)C=C1)F